FC=1C=C2C(N([C@@]3(C(N(CC3)C)=O)C2=C(C1)OC)CC1=CC=C(C=C1)OC)=O |r| rac-(R)-5-fluoro-7-methoxy-2-(4-methoxybenzyl)-1'-methyl-spiro[isoindoline-1,3'-pyrrolidine]-2',3-dione